C(C)(=O)OC1CCC(CC1)C1NC2=C(C=C(C=C2C=N1)Br)F 4-(6-bromo-8-fluoro-1,2-dihydroquinazolin-2-yl)cyclohexyl acetate